CN1N=NC2=C1C=CC(=C2)CNC(=O)[C@H]2N(C[C@@H](C2)CC=2CCC1(CC1)CC2)C(=O)OC(C)(C)C Tert-butyl (2S,4R)-2-[(1-methylbenzotriazol-5-yl)methylcarbamoyl]-4-(spiro[2.5]oct-6-en-6-ylmethyl)pyrrolidine-1-carboxylate